5-((S*)-1-((3R,7R)-2-(3,4-dichlorobenzoyl)-3,7-dimethyl-10-oxo-1,3,4,7,8,10-hexahydropyrido[4',3':3,4]pyrazolo[1,5-a]pyrazin-9(2H)-yl)ethyl)-N-methylpicolinamide ClC=1C=C(C(=O)N2CC=3C(=NN4C3C(N(C[C@H]4C)[C@@H](C)C=4C=CC(=NC4)C(=O)NC)=O)C[C@H]2C)C=CC1Cl |o1:18|